(S)-1-cyano-N-(1-(4-cyano-3-(oxetan-3-yloxy)phenyl)-1H-imidazol-4-yl)pyrrolidine-3-carboxamide C(#N)N1C[C@H](CC1)C(=O)NC=1N=CN(C1)C1=CC(=C(C=C1)C#N)OC1COC1